FC1(CCC(CC1)C=1C=2N(N=C(C1)[C@H]1C[C@H](OCC1)C1=CC(=NC=C1)OC)C(C(=C(N2)C)C)=O)F 9-(4,4-difluorocyclohexyl)-7-[(2S,4R)-2-(2-methoxy-4-pyridyl)tetrahydropyran-4-yl]-2,3-dimethyl-pyrimido[1,2-b]pyridazin-4-one